N-butyl-N-dodecyl-benzene-sulfonamide C(CCC)N(S(=O)(=O)C1=CC=CC=C1)CCCCCCCCCCCC